FC(CC[C@@H](C(C(=O)OC)O)NC(=O)[C@H]1N(CC2(C1)CCCCC2)C([C@H](C(C)(C)C)NC(=O)OC)=O)(C)F Methyl (3S)-6,6-difluoro-2-hydroxy-3-((S)-2-((S)-2-((methoxycarbonyl)amino)-3,3-dimethylbutanoyl)-2-azaspiro[4.5]decane-3-carboxamido)heptanoate